5-{[(4-Fluorophenyl)methyl]amino}-1-(5-methylfuran-3-carbonyl)-3-[5-oxo-1-(pyrrolidin-1-carbonyl)pyrrolidin-3-yl]-1H-pyrazol-4-carbonitril FC1=CC=C(C=C1)CNC1=C(C(=NN1C(=O)C1=COC(=C1)C)C1CN(C(C1)=O)C(=O)N1CCCC1)C#N